Glycerin carbonat OCC1OC(OC1)=O